7-(cyclohexylamino)-N-(4-((2,6-dioxopiperidin-3-yl)amino)phenyl)heptanamide C1(CCCCC1)NCCCCCCC(=O)NC1=CC=C(C=C1)NC1C(NC(CC1)=O)=O